FC(C)(F)C1=CC=CC(=N1)C(=O)NC1=CC2=CN(N=C2C=C1OC)C1CCC(CC1)CN(C)CCCOCCCN 6-(1,1-difluoroethyl)-N-{6-methoxy-2-[(1r,4r)-4-({[3-(3-aminopropoxy)propyl](methyl)amino}methyl)cyclohexyl]-2H-indazol-5-yl}pyridine-2-carboxamide